N1CCC(CC1)C#N hexahydropyridine-4-carbonitrile